cis-methyl 2-[4-(cyclopentylamino) phenyl]-1-(2-fluoro-6-methyl-benzoyl)-2,3,4,4a,5,6,7,7a-octahydropyrrolo-[3,4-b]pyridine-3-carboxylate C1(CCCC1)NC1=CC=C(C=C1)C1C(CC2C(N1C(C1=C(C=CC=C1C)F)=O)CNC2)C(=O)OC